FC=1C(=C(C(=O)O)C=CC1F)C 3,4-difluoro-2-methyl-benzoic acid